5-(2-((4-(2-(2-aminopyridin-3-yl)-5-phenyl-3H-imidazo[4,5-b]pyridin-3-yl)benzyl)amino)ethyl)-2-hydroxybenzaldehyde NC1=NC=CC=C1C1=NC=2C(=NC(=CC2)C2=CC=CC=C2)N1C1=CC=C(CNCCC=2C=CC(=C(C=O)C2)O)C=C1